(2S,4R)-N-((R)-1-(4-carbamimidoylthiophen-2-yl)ethyl)-1-((5,5-dioxidodibenzo[b,d]thiophene-3-carbonyl)glycyl)-4-fluoro-4-(fluoromethyl)pyrrolidine-2-carboxamide C(N)(=N)C=1C=C(SC1)[C@@H](C)NC(=O)[C@H]1N(C[C@](C1)(CF)F)C(CNC(=O)C=1C=CC2=C(S(C3=C2C=CC=C3)(=O)=O)C1)=O